N5-ethyl-N2-methyl-3-(1-(pyridazin-4-yl)ethoxy)-1H-pyrrole-2,5-dicarboxamide C(C)NC(=O)C1=CC(=C(N1)C(=O)NC)OC(C)C1=CN=NC=C1